COC1=C(C=C2CCN(CC2=C1)C(C(F)(F)F)=O)NC1=NC=C(C(=N1)NCCCN1C(CCCC1)=O)C(F)(F)F 1-(3-((2-((7-methoxy-2-(2,2,2-trifluoroacetyl)-1,2,3,4-tetrahydroisoquinolin-6-yl)amino)-5-(trifluoromethyl)pyrimidin-4-yl)amino)propyl)piperidin-2-one